[B].[Fe].[Ce].[Au].NC=1N=CC(=NC1OC=1C=NN(C1)C1CCN(CC1)C)C=1C=C(C=C(C1)C)[C@@]1(COCC1)O (S)-3-(3-(5-amino-6-((1-(1-methylpiperidin-4-yl)-1H-pyrazol-4-yl)oxy)pyrazin-2-yl)-5-methylphenyl)tetrahydrofuran-3-ol gold-cerium-iron-boron